3-fluoro-N-methyl-4-(4-((3-methyl-2,4-dioxo-1,2,3,4-tetrahydrothieno[3,2-d]pyrimidin-6-yl)methyl)piperazin-1-yl)benzamide FC=1C=C(C(=O)NC)C=CC1N1CCN(CC1)CC1=CC=2NC(N(C(C2S1)=O)C)=O